5-Amino-N-(1-((2S,3R,4R,5R)-3-fluoro-4-hydroxy-5-(hydroxymethyl)tetrahydrofuran-2-yl)-2-oxo-1,2-dihydropyrimidin-4-yl)picolinamide NC=1C=CC(=NC1)C(=O)NC1=NC(N(C=C1)[C@H]1O[C@@H]([C@H]([C@H]1F)O)CO)=O